C1N(CCC2=CC=CC=C12)CC(CNC(=O)C=1C=C(C=CC1)NC(OC(C)(C)C)=O)O tert-butyl (3-((3-(3,4-dihydroisoquinolin-2(1H)-yl)-2-hydroxypropyl)carbamoyl)phenyl)carbamate